NNCCCCCCCCCCCC amino(dodecylamine)